hydrogen ethyl benzylphosphonate C(C1=CC=CC=C1)P(O)(OCC)=O